9,9-bis(6-(2-hydroxyethoxy)naphthyl)fluorene OCCOC=1C=C2C=CC=C(C2=CC1)C1(C2=CC=CC=C2C=2C=CC=CC12)C1=CC=CC2=CC(=CC=C12)OCCO